CC(CCC(O)O)C 4-methyl-pentanediol